CC1=CC=C(C=C1)S(=O)(=O)NC1=C(C(=O)NC=2SC=C(N2)C)C=CC=C1 2-((4-methylphenyl)sulfonylamino)-N-(4-methylthiazol-2-yl)benzamide